C(C1=CC=CC=C1)OC=1C=C2C(CN(CC2=C(C1N(C(C(F)(F)F)=O)CC(=O)OC)F)C(=O)OC(C)(C)C)OC(=S)N1C=NC=C1 tert-butyl 6-(benzyloxy)-8-fluoro-4-[(1H-imidazole-1-carbothioyl)oxy]-7-[(2-methoxy-2-oxoethyl)(trifluoroacetyl)amino]-3,4-dihydroisoquinoline-2(1H)-carboxylate